3-bromo-5-(4-methanesulfonylphenoxy)-1-(propan-2-yl)-1H-1,2,4-triazole BrC1=NN(C(=N1)OC1=CC=C(C=C1)S(=O)(=O)C)C(C)C